C(CC)OC1=C(C=CC=C1)N=C=O propoxyphenyl isocyanate